CN1N(C(C(=C1C)C(=O)NC1=CC=C(C=C1)NC1=CC=NC2=CN=C(C=C12)N1CCNCC1)=O)C1=CC=CC=C1 1,5-dimethyl-3-oxo-2-phenyl-N-[4-[(6-piperazin-1-yl-1,7-naphthyridin-4-yl)amino]phenyl]pyrazole-4-carboxamide